perfluoro(4-methoxy-1,3-dioxole) FC1(OC(=C(O1)OC(F)(F)F)F)F